C1(CC1)S(=O)(=O)N1N=CC(=C1)C1=NC=CC(=N1)NC1=NC=C(C(=C1)NC(C)C)C#CC=1C=NN(C1)CC(F)F N2-(2-(1-(Cyclopropylsulfonyl)-1H-pyrazol-4-yl)pyrimidin-4-yl)-5-((1-(2,2-difluoroethyl)-1H-pyrazol-4-yl)ethynyl)-N4-isopropylpyridine-2,4-diamine